COC1=CC=C(CNC[C@]2([C@@H](N3C(C[C@H]3S2)=O)C(=O)OC(C2=CC=CC=C2)C2=CC=CC=C2)C)C=C1 (2S,3S,5R)-benzhydryl 3-(((4-methoxybenzyl)amino)methyl)-3-methyl-7-oxo-4-thia-1-azabicyclo[3.2.0]heptane-2-carboxylate